C(C)(C)(C)OC(=O)N1C[C@H]([C@H](CC1)[C@H](C)N1CCC(C2=C(C=C(C=C12)Br)F)=O)C (3S,4S)-4-[(1S)-1-(7-bromo-5-fluoro-4-oxo-3,4-dihydroquinolin-1(2H)-yl)ethyl]-3-methylpiperidine-1-carboxylic acid tert-butyl ester